N-[1-(3-chloro-10-methyl-8-oxo-5,6-dihydro-1,6-naphthyridino[5,6-b]quinazolin-12-yl)ethylidene]-2-methyl-propane-2-sulfinamide ClC1=NC=2CCN3C(=NC4=C(C=C(C=C4C3=O)C)C(C)=NS(=O)C(C)(C)C)C2C=C1